ethoxy-5-[(2R)-2-ethyl-4-[1-(trifluoromethyl)cyclopentanecarbonyl]piperazin-1-yl]-N-[(3R)-1-methylpyrrolidin-3-yl]-[2,3'-bipyridine]-6-carboxamide C(C)OC=1C(=NC(=C(C1)N1[C@@H](CN(CC1)C(=O)C1(CCCC1)C(F)(F)F)CC)C(=O)N[C@H]1CN(CC1)C)C=1C=NC=CC1